CC1=NC=C(C(=O)NCCN(C2CCOCC2)C)C=C1NC1=NN(C2=NC(=NC=C21)NC=2C=NN(C2)C)C 6-methyl-N-(2-(methyl(tetrahydro-2H-pyran-4-yl)amino)ethyl)-5-((1-methyl-6-((1-methyl-1H-pyrazol-4-yl)amino)-1H-pyrazolo[3,4-d]pyrimidin-3-yl)amino)nicotinamide